4,5-dinitroimidazolium [N+](=O)([O-])C=1[NH+]=CNC1[N+](=O)[O-]